C(C)(=O)NC1=CC=C(C=C1)C1=CN=C2N1C=C(N=C2)C(=O)N(C)C2=CC(=C(C=C2)Cl)Cl 3-(4-acetamidophenyl)-N-(3,4-dichlorophenyl)-N-methyl-imidazo[1,2-a]pyrazine-6-carboxamide